isothiazole-4-carbaldehyde S1N=CC(=C1)C=O